(2S,4R)-N-[(S)-(4-cyclopropyl-3-fluorophenyl)(phenyl)methyl]-1-{2-[(2-ethyl-2H-1,2,3-triazol-4-yl)(methyl)amino]acetyl}-4-fluoropyrrolidine-2-carboxamide C1(CC1)C1=C(C=C(C=C1)[C@@H](NC(=O)[C@H]1N(C[C@@H](C1)F)C(CN(C)C1=NN(N=C1)CC)=O)C1=CC=CC=C1)F